6-(6-chloro-4-((2S,6S)-6-methylmorpholin-2-yl)pyridin-2-yl)-N-methylpyrimidine-4-carboxamide hydrochloride Cl.ClC1=CC(=CC(=N1)C1=CC(=NC=N1)C(=O)NC)[C@H]1CNC[C@@H](O1)C